COC1=CC=C(C=C1)C1=NOC(=N1)N1CCC(CC1)C(=O)NCC1CN(CC1)CC1OCC1 1-(3-(4-methoxyphenyl)-1,2,4-oxadiazol-5-yl)-N-((1-(oxetan-2-ylmethyl)pyrrolidin-3-yl)methyl)piperidine-4-carboxamide